(R)-3-(1,1-difluoroethyl)pyrrolidine hydrochloride Cl.FC(C)(F)[C@H]1CNCC1